2-((2-fluoro-4-(methylsulfonyl)benzyl)oxy)-6-(piperidin-4-yl)pyridine FC1=C(COC2=NC(=CC=C2)C2CCNCC2)C=CC(=C1)S(=O)(=O)C